(E)-4-(9-(2,4-dimethylthiazol-5-yl)-6-(2-(3-methylbenzylidene)hydrazinyl)-9H-purin-2-yl)morpholine CC=1SC(=C(N1)C)N1C2=NC(=NC(=C2N=C1)N/N=C/C1=CC(=CC=C1)C)N1CCOCC1